ClC1=C(C(=O)N2C[C@H](N(CC2)C=2C=CC(=NC2OCCNC)C=2C(=NC=CC2)OCC)CC)C=CC(=C1)Cl [2-({5-[(2R)-4-(2,4-dichlorobenzoyl)-2-ethylpiperazin-1-yl]-2'-ethoxy-[2,3'-bipyridin]-6-yl}oxy)ethyl](methyl)amine